C1(CC1)C1CCN(CC1)C1=C(C=C(C=C1)NC=1N=C(C2=C(N1)SC=C2C)NC=2C=C(C=CC2)C(C)(C)O)OC 2-(3-((2-((4-(4-cyclopropylpiperidin-1-yl)-3-methoxyphenyl)amino)-5-methylthieno[2,3-d]pyrimidine-4-yl)amino)phenyl)propan-2-ol